2-isopentenyl-3-acetoxy-5,4'-dihydroxydihydrostilbene C(CC(=C)C)C1C(C=C(C=C1OC(C)=O)O)C=CC1=CC=C(C=C1)O